C(C)(C)(C)OC(N[C@@H](C(C=[N+]=[N-])=O)C)=O N-[(1R)-3-diazo-1-methyl-2-oxo-propyl]carbamic acid tert-butyl ester